C(C)OC(=O)C=1N=C(OC1CBr)Cl 5-(bromomethyl)-2-chlorooxazole-4-carboxylic acid ethyl ester